O(C(=S)[S-])CCC.[K+] Potassium Propyl Xanthate